1-((5-acetylthiophen-2-yl)methyl)-3-methylpyrrolidin-2-one C(C)(=O)C1=CC=C(S1)CN1C(C(CC1)C)=O